C1(CCCC1)N1N=C(C=C1C1=C(C=CC=C1)CC)C(=O)N[C@H](CC(=O)NC=1SC=CN1)CCN1CCC(CC1)(F)F (3S)-3-{[1-cyclopentyl-5-(2-ethylphenyl)-1H-pyrazol-3-yl]formamido}-5-(4,4-difluoropiperidin-1-yl)-N-(1,3-thiazol-2-yl)pentanamide